ammonium manganese (3+) diphosphate [O-]P([O-])(=O)OP(=O)([O-])[O-].[Mn+3].[NH4+]